C(C)(C)(C)N(C(=O)C=1C2=C(N(N1)C1=CSC=C1)C1=C(OC2)C=C(C(=C1)C1=NNC=N1)OC)C N-tert-butyl-7-methoxy-N-methyl-1-(thiophen-3-yl)-8-(1H-1,2,4-triazol-3-yl)-1,4-dihydrobenzopyrano[4,3-c]pyrazole-3-carboxamide